N-(p-{4-(3-oxa-8-azabicyclo[3.2.1]oct-8-yl)-1H-1,5,7-triazainden-2-yl}phenyl)-4-{[(R)-3-(vinylcarbonylamino)-1-piperidyl]methyl}-2-pyridinecarboxamide C12COCC(CC1)N2C2=C1C=C(NC1=NC=N2)C2=CC=C(C=C2)NC(=O)C2=NC=CC(=C2)CN2C[C@@H](CCC2)NC(=O)C=C